[3-[3-(7-azaspiro[3.5]nonan-2-yl)-4-oxo-quinazolin-6-yl]oxy-2-cyano-4-fluoro-phenyl]-3-azabicyclo[3.1.0]hexane-3-sulfonamide C1C(CC12CCNCC2)N2C=NC1=CC=C(C=C1C2=O)OC=2C(=C(C=CC2F)C21CN(CC1C2)S(=O)(=O)N)C#N